NC1=NC=C(C2=C1C=NN2)NC(C(N2[C@H](CC[C@@H](C2)C)C2=NN(C=C2)CCN(C)C)=O)=O |r| N-(4-Amino-1H-pyrazolo[4,3-c]pyridin-7-yl)-2-oxo-2-[rac-(2R,5S)-2-[1-[2-(dimethylamino)ethyl]pyrazol-3-yl]-5-methyl-1-piperidyl]acetamide